N-(4-((4-(2-(3-chloro-5-cyano-4-(2-(3-((2-(2,6-dioxopiperidin-3-yl)-1,3-dioxoisoindolin-5-yl)amino)propoxy)ethoxy)phenyl)propan-2-yl)phenoxy)methyl)pyrimidin-2-yl)methanesulfonamide ClC=1C=C(C=C(C1OCCOCCCNC=1C=C2C(N(C(C2=CC1)=O)C1C(NC(CC1)=O)=O)=O)C#N)C(C)(C)C1=CC=C(OCC2=NC(=NC=C2)NS(=O)(=O)C)C=C1